C(C)C(C/C(/C(=O)O[C@@H]1[C@H](O[C@H]([C@@H]1F)C1=CN=C2C(=NC=NN21)NCC2=CC=CC=C2)CO)=C\C2=CC=C(C=C2)OC)CCCC (2R,3R,4S,5S)-5-[4-(benzylamino)imidazo[2,1-f][1,2,4]triazin-7-yl]-4-fluoro-2-(hydroxymethyl)oxolan-3-ol 2-ethylhexyl-(2E)-3-(4-methoxyphenyl)acrylate